5-(2-methylphenyl)-2-(methylthio)-1H-pyrrole-3-carbonitrile CC1=C(C=CC=C1)C1=CC(=C(N1)SC)C#N